CN(C)CC=1NC2=CC=CC=C2C1[C@@H]1NC(C2=CC=C(C=C12)O)=O (3R)-3-{2-[(dimethylamino)methyl]-1H-indol-3-yl}-5-hydroxy-2,3-dihydro-1H-isoindol-1-one